FC1=CC=C(C=C1)N1C(C=CC1=O)=O N-p-fluorophenylmaleimide